(7s,15s)-9-(2,6-difluorophenyl)-4-ethyl-7,15-dimethyl-13,16-dioxa-18-thia-2,3,5,8-tetraazatetracyclo[8.8.0.02,6.011,17]octadeca-1(10),3,5,8,11(17)-pentaene FC1=C(C(=CC=C1)F)C1=N[C@H](C2=NC(=NN2C=2SC=3O[C@H](COCC3C12)C)CC)C